CC\C=C/CC=CCC=CC=CCCCCCCCCC (Z)-henicosa-3,6,9,11-tetraene